ClC1=C(N=C(C=2C(N3[C@@H](COC21)CN(CC3)C(=O)OC(C)(C)C)=O)N3C2(CC2)CCC3)C3=C(C=CC=C3O)F tert-butyl (6aR)-4-chloro-3-(2-fluoro-6-hydroxyphenyl)-12-oxo-1-(4-azaspiro[2.4]heptan-4-yl)-6a,7,9,10-tetrahydro-6H-pyrazino[2,1-c]pyrido[3,4-f][1,4]oxazepine-8(12H)-carboxylate